FC1=CC2=C(NC(=N2)CCNC(=O)C2=CC=C(C=C2)C2=NC3=C(N2)C=CC=C3C(=O)N)C=C1F 2-(4-((2-(5,6-difluoro-1H-benzo[d]imidazol-2-yl)ethyl)carbamoyl)phenyl)-1H-benzo[d]imidazole-4-carboxamide